FC1=C(C2=C(OCCO2)C(=C1)CO)C#N 6-Fluoro-8-(hydroxymethyl)-2,3-dihydrobenzo[b][1,4]dioxin-5-carbonitrile